1-(2-(1H-indol-3-yl)ethyl)-7-(2-(dimethylamino)ethoxy)-6-methoxy-3,4-dihydroisoquinoline-2(1H)-formaldehyde N1C=C(C2=CC=CC=C12)CCC1N(CCC2=CC(=C(C=C12)OCCN(C)C)OC)C=O